tert-butyl 4-(7-methoxythieno[2,3-c]pyridin-3-yl)sulfonylpiperazine-1-carboxylate COC=1N=CC=C2C1SC=C2S(=O)(=O)N2CCN(CC2)C(=O)OC(C)(C)C